FC=1C=C(C=CC1F)NC(=O)C=1C(=C(N2CCCC12)C(=O)O)C 7-((3,4-difluorophenyl)carbamoyl)-6-methyl-2,3-dihydro-1H-pyrrolizine-5-carboxylic acid